N-tetradecyl-N,N-dimethyl-N-benzyl-ammonium chloride [Cl-].C(CCCCCCCCCCCCC)[N+](CC1=CC=CC=C1)(C)C